(S)-4-(2-oxopyrrolidin-1-yl)-3-(4-methylphenyl)-N-((R)-1-(5-(trifluoromethyl)pyridin-2-yl)ethyl)-4,5-dihydro-1H-pyrazole-1-carboxamide O=C1N(CCC1)[C@@H]1C(=NN(C1)C(=O)N[C@H](C)C1=NC=C(C=C1)C(F)(F)F)C1=CC=C(C=C1)C